propyl-perfluorohexyl-sulfonamide C(CC)NS(=O)(=O)C(C(C(C(C(C(F)(F)F)(F)F)(F)F)(F)F)(F)F)(F)F